tert-butyl ((4S,7S)-1-(2-amino-1H-imidazol-1-yl)-7-((S)-sec-butyl)-31-chloro-5,8,18-trioxo-13,22,25-trioxa-6,9,19-triazahentriacontan-4-yl)carbamate NC=1N(C=CN1)CCC[C@@H](C(N[C@H](C(NCCCOCCCCC(NCCOCCOCCCCCCCl)=O)=O)[C@@H](C)CC)=O)NC(OC(C)(C)C)=O